(4-(2-(4-chloro-3-fluorophenoxy)acetamido)bicyclo[2.2.2]Octane-1-yl)carbamic acid tert-butyl ester C(C)(C)(C)OC(NC12CCC(CC1)(CC2)NC(COC2=CC(=C(C=C2)Cl)F)=O)=O